NCCCNC 3-amino-1-(methylamino)propane